N-(1-phenethyl-4-piperidinyl)N-propionyl-aniline C(CC1=CC=CC=C1)N1CCC(CC1)N(C1=CC=CC=C1)C(CC)=O